ClC1=NC=C(C(=N1)C1=C(C2=C(N(C(=N2)C)C2CCCC2)S1)C)F 5-(2-chloro-5-fluoropyrimidin-4-yl)-3-cyclopentyl-2,6-dimethylthieno[2,3-d]Imidazole